C1(=CC(=CC=C1)C[C@H]1[C@H](CCC=2N1C(N(C2)C(C)C)=O)NS(=O)(=O)C)C2=CC=CC=C2 |r| rac-N-[(5S,6S)-5-[([1,1'-biphenyl]-3-yl)methyl]-3-oxo-2-(propan-2-yl)-2,3,5,6,7,8-hexahydroimidazo[1,5-a]pyridin-6-yl]methanesulfonamide